3-cyano-4-(6-(6-((6-methoxypyridin-3-yl)methyl)-3,6-diazabicyclo[3.1.1]heptan-3-yl)pyridin-3-yl)pyrazolo[1,5-a]pyridin-6-ylcarbamic acid tert-butyl ester C(C)(C)(C)OC(NC=1C=C(C=2N(C1)N=CC2C#N)C=2C=NC(=CC2)N2CC1N(C(C2)C1)CC=1C=NC(=CC1)OC)=O